Cl.C(C)[C@H]1OC2=C(CNC1)C=CC=1CCCCC12 (R)-2-ethyl-2,3,4,5,8,9,10,11-octahydronaphtho[2,1-f][1,4]oxazepine hydrochloride